nosyl-α,γ-diamino-butanoic acid S(=O)(=O)(C1=CC=C(C=C1)[N+](=O)[O-])C(C(=O)O)(CCN)N